CN1C(C(=CC=C1)C1=CC=C(C=C1)C1CCOCC1)=O methyl-3-(4-(tetrahydro-2H-pyran-4-yl)phenyl)pyridin-2(1H)-one